FC=1C=C2CCN(CC2=CC1)C1=CC(=C(C(=C1)C)NC(N(C)C)=O)C 3-(4-(6-Fluoro-3,4-dihydroisoquinolin-2(1H)-yl)-2,6-dimethylphenyl)-1,1-dimethylurea